1-(thiazol-2-yl)-4-(3-(trifluoromethyl)phenoxy)-1H-pyrazole-5-carboxylic acid S1C(=NC=C1)N1N=CC(=C1C(=O)O)OC1=CC(=CC=C1)C(F)(F)F